O=C1NC2CCC(N1C2)C(=O)N 7-oxo-1,6-diazabicyclo[3.2.1]octane-2-formamide